(+/-)-N7-Methyl-N5-(2-(1-methyl-1H-pyrazol-4-yl)ethyl)-3-phenyl-2,3-dihydrobenzofuran-5,7-dicarboxamide CNC(=O)C1=CC(=CC=2[C@H](COC21)C2=CC=CC=C2)C(=O)NCCC=2C=NN(C2)C |r|